BrN1C(C2(C3=CC(=CC=C13)C(CCl)=O)CC2)=O bromo-5'-(2-chloroacetyl)spiro[cyclopropane-1,3'-indoline]-2'-one